CN(C(OC(C)(C)C)=O)OCC#C tert-butyl methyl(prop-2-yn-1-yloxy)carbamate